5-Fluoro-6-(3-methoxyphenyl)pyridine-2-carboxylic acid FC=1C=CC(=NC1C1=CC(=CC=C1)OC)C(=O)O